((S)-3-(3,5-difluorophenyl)-2,7-dimethyl-2,4,5,7-tetrahydro-6H-pyrazolo[3,4-c]pyridin-6-yl)(1-(2-((tetrahydro-2H-pyran-2-yl)oxy)ethyl)-1H-indol-5-yl)methanone FC=1C=C(C=C(C1)F)C=1N(N=C2[C@@H](N(CCC21)C(=O)C=2C=C1C=CN(C1=CC2)CCOC2OCCCC2)C)C